C(C)(C)(C)OC(=O)N1C[C@H]([C@H](CC1)/C=N/[S@](=O)C(C)(C)C)F (3S,4R)-3-fluoro-4-[(E)-{[(R)-2-methylpropan-2-sulfinyl]imino}methyl]piperidine-1-carboxylic acid tert-butyl ester